(trans)-3-((5-chloro-2-((1-hydroxy-7-methyl-1,3-dihydrobenzo[c][1,2]oxaborol-5-yl)amino)pyrimidin-4-yl)amino)tetrahydro-2H-pyran-4-carbonitrile ClC=1C(=NC(=NC1)NC1=CC2=C(B(OC2)O)C(=C1)C)N[C@@H]1COCC[C@H]1C#N